N1(CCC1)C=1C=C(C(=O)O)C=CC1[C@H]1N(CCCC1)CC1=C2C=CNC2=C(C=C1OC)C (S)-3-(azetidin-1-yl)-4-(1-((5-methoxy-7-methyl-1H-indol-4-yl)methyl)piperidin-2-yl)benzoic acid